COC(CCC)(S(=O)(=O)O)C methoxy-1-methyl-1-butanesulfonic acid